C(C)(C)(C)N1C=C(C2=CC=C(C=C12)Br)C1CCN(CC1)C(=O)OC(C)(C)C tert-butyl-6-bromo-3-(1-(tert-butoxycarbonyl)piperidin-4-yl)-1H-indole